N-(6-bromo-5-(trifluoromethyl)-2,3-dihydrobenzofuran-3-yl)-N,2-dimethylpropane-2-sulfinamide BrC1=CC2=C(C(CO2)N(S(=O)C(C)(C)C)C)C=C1C(F)(F)F